C=1N=CN2C1C(=CC=C2)C(=O)N2C[C@H]([C@@H](CC2)C2=CC=CC=C2)NC(=O)C=2NC1=CC=CC(=C1C2)OC N-((3S,4S)-1-(imidazo[1,5-a]pyridine-8-carbonyl)-4-phenylpiperidin-3-yl)-4-methoxy-1H-indole-2-carboxamide